2-(3-((7-(imidazo[1,2-b]pyridazin-3-ylethynyl)-6-methylbenzo[d]isoxazol-3-yl)amino)phenyl)-2-methylpropanenitrile N=1C=C(N2N=CC=CC21)C#CC2=C(C=CC=1C(=NOC12)NC=1C=C(C=CC1)C(C#N)(C)C)C